1-isopropyl-5-(1,4-dioxaspiro[4.5]dec-7-en-8-yl)-3-(trifluoromethyl)-1H-pyrazole C(C)(C)N1N=C(C=C1C1=CCC2(OCCO2)CC1)C(F)(F)F